3-chloro-1,4-phenylenediamine ClC=1C=C(C=CC1N)N